(E)-8-(3-cyano-propenyl)-1-[3-(trifluoromethyl)phenyl]oxazolo[5,4-c]quinolin-2(1H)-one C(#N)C/C=C/C1=CC=2C3=C(C=NC2C=C1)OC(N3C3=CC(=CC=C3)C(F)(F)F)=O